BrC1=C(N=C2N(C1=O)C=CC=C2)N[C@H]2CN(C[C@H](C2)C2=CC=C(C=C2)O)C 3-bromo-2-[[(3R,5R)-5-(4-hydroxyphenyl)-1-methyl-3-piperidyl]amino]pyrido[1,2-a]pyrimidin-4-one